FC(CC(C(=O)N)O)(F)F 4,4,4-trifluoro-2-hydroxybutanamide